N-[2-[5-[(1R)-1-benzyloxy-1-(trifluoromethyl)pent-4-enyl]-1,3,4-oxadiazol-2-yl]-6-hydroxy-5-(trifluoromethyl)-3-pyridinyl]-N-tert-butoxycarbonyl-carbamic acid tert-butyl ester C(C)(C)(C)OC(N(C(=O)OC(C)(C)C)C=1C(=NC(=C(C1)C(F)(F)F)O)C=1OC(=NN1)[C@](CCC=C)(C(F)(F)F)OCC1=CC=CC=C1)=O